4-butenyl-benzoyl-oxydiphenol C(=CCC)C1=CC=C(C(=O)C=2C(=C(C=CC2)O)OC2=C(C=CC=C2)O)C=C1